2-[(3R,5R)-3,5-dimethylpiperazin-1-yl]-6-(trifluoromethyl)pyrazine C[C@@H]1CN(C[C@H](N1)C)C1=NC(=CN=C1)C(F)(F)F